C1(CC1)C1=CC=C(C=C1)C=1C=C(C(=NC1)C=1C=C2N(C=C(C=C2N1)C(F)(F)F)C(C)=O)S(=O)(=O)CC 1-[2-[5-(4-cyclopropylphenyl)-3-(ethanesulfonyl)pyridin-2-yl]-6-(trifluoromethyl)pyrrolo[3,2-b]pyridin-4-yl]ethanone